tert-butyl 3-(4-pyrimidin-2-ylpyridazin-1-ium-1-yl)propanoate trifluoroacetate salt FC(C(=O)[O-])(F)F.N1=C(N=CC=C1)C1=CN=[N+](C=C1)CCC(=O)OC(C)(C)C